(S)-(4'-(benzo[d]thiazol-2-yl)spiro[cyclopropane-1,7'-imidazo[4,5-c]pyridin]-5'(1'H,4'H,6'H)-yl)(4-methyloxazol-5-yl)methanone S1C(=NC2=C1C=CC=C2)[C@H]2N(CC1(C3=C2N=CN3)CC1)C(=O)C1=C(N=CO1)C